2-((5,6,7,8-tetrahydro-9H-pyrido[2,3-b]indol-9-yl)methyl)benzoic acid N1=CC=CC2=C1N(C=1CCCCC21)CC2=C(C(=O)O)C=CC=C2